N-(azetidin-3-ylmethyl)-N-methylcyclopropanamine dihydrochloride Cl.Cl.N1CC(C1)CN(C1CC1)C